ClC=1C(=NC=C(C1)C(F)(F)F)CCNC(=O)C1=NC(=NO1)C1=CC=C(C=C1)Cl (2-(3-chloro-5-(trifluoromethyl)pyridin-2-yl)ethyl)-3-(p-chlorophenyl)-1,2,4-oxadiazole-5-carboxamide